pyridinium iron salt [Fe+2].[NH+]1=CC=CC=C1